4-(trifluoromethyl)phenyl-diazonium tetrafluoroborate F[B-](F)(F)F.FC(C1=CC=C(C=C1)[N+]#N)(F)F